NC=1N=CN(C(C1C(=O)N[C@H]1C[C@H](CCC1)CN)=O)C1=C(C=C(C=C1C)OC)Cl 4-amino-N-((1R,3S)-3-(aminomethyl)cyclohexyl)-1-((S)-2-chloro-4-methoxy-6-methylphenyl)-6-oxo-1,6-dihydropyrimidine-5-carboxamide